N1(CCCN(CCCN(CCCN(CCCN(CCC1)[2H])[2H])[2H])[2H])[2H] (1,5,9,13,17-2H5)-1,5,9,13,17-Pentaazacycloicosane